CC1(OC2=C(C1)C=C(C(=C2)OCC=2C=NC=CC2)NC(=O)C=2C=NN1C2N=CC=C1)C N-(2,2-dimethyl-6-(pyridin-3-ylmethoxy)-2,3-dihydrobenzofuran-5-yl)pyrazolo[1,5-a]pyrimidine-3-carboxamide